FC(CN1N=CC=2C1=NC(=CN2)N2CCC1(CC(C1)NC=1C=NC(=CC1)C(F)(F)F)CC2)F 7-[1-(2,2-difluoroethyl)-1H-pyrazolo[3,4-b]pyrazin-6-yl]-N-[6-(trifluoromethyl)pyridin-3-yl]-7-azaspiro[3.5]nonan-2-amine